O1C(=CC=C1)C1=NN2C(N=C(N=C2N)N2CC(CCC2)CN2CCN(CC2)C2=CC=C(C=C2)OCCOC)=N1 2-(furan-2-yl)-5-(3-((4-(4-(2-methoxyethoxy)phenyl)piperazin-1-yl)methyl)piperidin-1-yl)-[1,2,4]triazolo[1,5-a][1,3,5]triazine-7-amine